2'-fluorouridine thiophosphate P(=S)(O)(O)OC[C@@H]1[C@H]([C@]([C@@H](O1)N1C(=O)NC(=O)C=C1)(O)F)O